tert-butyl 2-[(3S)-4-[1-(2,6-dioxo-3-piperidyl)-4-fluoro-3-methyl-2-oxo-benzimidazol-5-yl]-3-methyl-piperazin-1-yl]acetate O=C1NC(CCC1N1C(N(C2=C1C=CC(=C2F)N2[C@H](CN(CC2)CC(=O)OC(C)(C)C)C)C)=O)=O